2-(benzhydryl(methyl)amino)-5-hydroxy-N-(2-methoxyethyl)-1-methyl-6-oxo-1,6-dihydropyrimidine-4-carboxamide C(C1=CC=CC=C1)(C1=CC=CC=C1)N(C=1N(C(C(=C(N1)C(=O)NCCOC)O)=O)C)C